FC1=C(C(=O)NCCNC(C2=CC=CC=C2)(C2=CC=CC=C2)C2=CC=CC=C2)C(=C(C(=C1F)O)F)F 2,3,5,6-Tetrafluoro-4-hydroxy-N-(2-(tritylamino)ethyl)benzamide